ClC1=CC=C(C=C1)C1CN(CC1)C(=O)C=1N(N=C(C1C1CC1)C1=CN=NC=C1)COCC[Si](C)(C)C [3-(4-chlorophenyl)pyrrolidin-1-yl]-[4-cyclopropyl-5-pyridazin-4-yl-2-(2-trimethylsilylethoxymethyl)pyrazol-3-yl]methanone